ethyl 4-(2-aminophenyl)-4-oxo-2-palmitamidobutanoate NC1=C(C=CC=C1)C(CC(C(=O)OCC)NC(CCCCCCCCCCCCCCC)=O)=O